(S)-(5-(6-chloro-4-(isopropylamino)pyridin-3-yl)-1,3,4-thiadiazol-2-yl)(3-hydroxypyrrolidin-1-yl)methanone ClC1=CC(=C(C=N1)C1=NN=C(S1)C(=O)N1C[C@H](CC1)O)NC(C)C